C1(=CC=CC=C1)C1=NC(=NS1)C12CC(C1)(C2)N 3-(5-phenyl-1,2,4-thiadiazol-3-yl)bicyclo[1.1.1]pentan-1-amine